propyl (9Z,12Z,15Z)-octadeca-9,12,15-trienoate C(CCCCCCC\C=C/C\C=C/C\C=C/CC)(=O)OCCC